S(C)(=O)(=O)O.C(CCCCCCCCCCCCCCC)N[C@@H](C(C)C)C(=O)O cetylvaline mesylate